nicotinic anhydride C(C1=CN=CC=C1)(=O)OC(C1=CN=CC=C1)=O